NC1=C(C=C(C=N1)NC(C(=O)N1C(CC[C@@H](C1)C)C=1C=CC2=C(N=C(S2)C2CN(CC2)C)C1)=O)CC N-(6-amino-5-ethyl-3-pyridyl)-2-[(5S)-5-methyl-2-[2-(1-methylpyrrolidin-3-yl)-1,3-benzothiazol-5-yl]-1-piperidyl]-2-oxo-acetamide